OC=1C(C(=C(C(C1O)=O)O)O)=O 2,3,5,6-tetra(hydroxy)p-benzoquinone